FC(OC=1C=C(C=CC1)N1C(N(C2=C1C=CC(=C2)C(=O)NC=2SC(=NN2)C)C(C)C)=O)F 1-(3-(difluoromethoxy)phenyl)-3-isopropyl-N-(5-methyl-1,3,4-thiadiazol-2-yl)-2-oxo-2,3-dihydro-1H-benzo[d]imidazole-5-carboxamide